O.FC(C1=CC=C(C(=O)N)C=C1)(F)F 4-(trifluoromethyl)benzamide monohydrate